2-[6-(3-methylpiperazin-1-yl)pyridazin-3-yl]-5-{[(pyridin-3-yl)methyl]amino}pyridin-3-ol dihydrochloride Cl.Cl.CC1CN(CCN1)C1=CC=C(N=N1)C1=NC=C(C=C1O)NCC=1C=NC=CC1